N,N-bis[(2,4-dimethoxyphenyl)methyl]-2-methoxy-5-(1-methoxycyclobutyl)benzenesulfonamide COC1=C(C=CC(=C1)OC)CN(S(=O)(=O)C1=C(C=CC(=C1)C1(CCC1)OC)OC)CC1=C(C=C(C=C1)OC)OC